5-[3-Fluoro-5-({(1S)-1-[(1r,4S)-4-(methylamino)cyclohexyl]ethyl}amino)-4-(trifluoromethyl)phenyl]-1,3,4-oxadiazol-2(3H)-one FC=1C=C(C=C(C1C(F)(F)F)N[C@@H](C)C1CCC(CC1)NC)C1=NNC(O1)=O